(trans)-4-((2-chloro-5-methylpyrimidin-4-yl)amino)tetrahydrofuran-3-carbonitrile ClC1=NC=C(C(=N1)N[C@H]1[C@@H](COC1)C#N)C